C(#C)C1(CC=C(C=C1)C1=CC=CC=C1)O 4-ethynyl-[1,1'-biphenyl]-4-ol